C(C)(C)(C)CO tertbutylmethyl alcohol